3-methoxy-N-(2-methoxyethyl)-4-(prop-2-yn-1-ylamino)benzamide COC=1C=C(C(=O)NCCOC)C=CC1NCC#C